FC1=CC=C(C=C1)C1=CC=C2C=C(NC2=C1)C(=O)NC([C@H](CCCN)N)C (4S)-5-(6-(4-fluorophenyl)-1H-indole-2-carboxamido)hexane-1,4-diamine